methyl-5-(5-(dimethylcarbamoyl)pyridin-2-yl)-1-methyl-1H-indazole-3-carboxylate COC(=O)C1=NN(C2=CC=C(C=C12)C1=NC=C(C=C1)C(N(C)C)=O)C